Cl[Pd-3](C1=NC=CC=C1Cl)(=C1N(C=CN1C1=C(C=CC=C1C(CC)CC)C(CC)CC)C1=C(C=CC=C1C(CC)CC)C(CC)CC)Cl Dichloro[1,3-bis(2,6-di-3-pentylphenyl)imidazol-2-ylidene](3-Chloropyridinyl)Palladium (II)